(S)-2-(4-(3-chlorophenyl)indoline-1-carbonyl)pyrrolidine-1-carbonitrile ClC=1C=C(C=CC1)C1=C2CCN(C2=CC=C1)C(=O)[C@H]1N(CCC1)C#N